4-(2-((tetrahydro-2H-pyran-4-yl)oxy)phenyl)piperidine hydrochloride Cl.O1CCC(CC1)OC1=C(C=CC=C1)C1CCNCC1